FC1=C(C=CC(=C1)F)C(C1CCN(CC1)C=1N=C2C(=NC1C=1C=NN(C1)C)C=NC=C2)(F)F 2-(4-((2,4-difluorophenyl)difluoromethyl)piperidin-1-yl)-3-(1-methyl-1H-pyrazol-4-yl)pyrido[3,4-b]pyrazine